(3-Fluoropyrrolidin-3-yl)methyl-(7-fluoro-6-(8-methyl-2,3-dihydro-1H-pyrido[2,3-b][1,4]oxazin-7-yl)isochinolin-3-yl)carbamat FC1(CNCC1)COC(NC=1N=CC2=CC(=C(C=C2C1)C1=C(C2=C(OCCN2)N=C1)C)F)=O